3-(Boc-amino)-azepane C(=O)(OC(C)(C)C)NC1CNCCCC1